diphenyldimethoxysilane C1(=CC=CC=C1)[Si](OC)(OC)C1=CC=CC=C1